ClC1=C(C=C(C=C1)C(F)(F)F)NS(=O)(=O)C=1C=C(C(=O)NC2=CC(=CC=C2)[N+](=O)[O-])C=CC1 3-(N-(2-chloro-5-(trifluoromethyl)phenyl)sulfamoyl)-N-(3-nitrophenyl)benzamide